3-cyano-N-(6-isopropyl-2-((1r,4r)-4-(piperazin-1-yl)cyclohexyl)-2H-indazol-5-yl)pyrrolon C(#N)C1C(N(C=C1)C1=CC2=CN(N=C2C=C1C(C)C)C1CCC(CC1)N1CCNCC1)=O